ClC=1C=C(C=C(C1OC[C@@H](CCl)O)Cl)C(C)(C)C1=CC=C(OC[C@H](CN(C(C)=O)S(=O)(=O)C)O)C=C1 N-((S)-3-(4-(2-(3,5-dichloro-4-((S)-3-chloro-2-hydroxypropoxy)phenyl)propan-2-yl)phenoxy)-2-hydroxypropyl)-N-(methylsulfonyl)acetamide